C(CC=C)C1OC1 2-(but-3-enyl)oxirane